Ethyl 4-(4-fluorophenyl)-2-((4-isopropylphenyl)amino)-6-methyl-1,4-dihydropyrimidine-5-carboxylate FC1=CC=C(C=C1)C1N=C(NC(=C1C(=O)OCC)C)NC1=CC=C(C=C1)C(C)C